FC1=C(C(=CC(=C1)C=O)F)N1N=C(C=C1)C=1C=CC(=C(C1)CNC([O-])=O)C [[5-[1-(2,6-difluoro-4-formylphenyl)-1H-pyrazol-3-yl]-2-methylphenyl] methyl]carbamate